2,6-dichloro-4-[(2S)-1-(4-methyl-1,2,4-triazol-3-yl)propan-2-yl]pyridine ClC1=NC(=CC(=C1)[C@H](CC1=NN=CN1C)C)Cl